NC1=NN2C(N=C(C=C2)C=2C=C3CN(C(C3=C(C2)NS(=O)(=O)C)=O)[C@@H](C)C2CC2)=C1C(=O)NC1(COC1)C#N 2-amino-N-(3-cyanooxetan-3-yl)-5-{2-[(1S)-1-cyclopropylethyl]-7-methanesulfonamido-1-oxo-2,3-dihydro-1H-isoindol-5-yl}pyrazolo[1,5-a]pyrimidine-3-carboxamide